N-((3S,4S)-3-((2-(2,6-dichloro-3,5-dimethoxyphenyl)-4-((tetrahydro-2H-pyran-4-yl)amino)pyrido[3,4-d]pyrimidin-6-yl)amino)tetrahydro-2H-pyran-4-yl)acrylamide ClC1=C(C(=C(C=C1OC)OC)Cl)C=1N=C(C2=C(N1)C=NC(=C2)N[C@@H]2COCC[C@@H]2NC(C=C)=O)NC2CCOCC2